3-[5-[4-(3,9-diazaspiro[5.5]undecan-3-ylmethyl)-1-piperidyl]-4-fluoro-3-isopropyl-2-oxo-benzimidazol-1-yl]piperidine-2,6-dione C1CN(CCC12CCNCC2)CC2CCN(CC2)C2=C(C1=C(N(C(N1C(C)C)=O)C1C(NC(CC1)=O)=O)C=C2)F